C(C)(C)N1C(C2=CC(=CC=C2C=C1)B1OC(C(O1)(C)C)(C)C)=O 2-isopropyl-7-(4,4,5,5-tetramethyl-1,3,2-dioxaborolan-2-yl)isoquinolin-1(2H)-one